COC=1N=C(C(=NC1C=1C2=C(C=NC1)N(C=N2)C)C(=O)N)NC2=CC=C(C=C2)N2CCOCC2 5-Methoxy-6-(3-methylimidazo[4,5-c]pyridin-7-yl)-3-(4-morpholinoanilino)pyrazin-2-carboxamid